7-Chloro-4-(2-Fluoro-4-methylphenyl)-5-[4-[(3S)-1-(3-fluoropropyl)pyrrolidin-3-yl]oxyphenyl]-2,3-dihydro-1-benzoxepin-8-ol ClC=1C(=CC2=C(C(=C(CCO2)C2=C(C=C(C=C2)C)F)C2=CC=C(C=C2)O[C@@H]2CN(CC2)CCCF)C1)O